BrC=1N=C(C=2N(C1)N=C(N2)C(C2=C(C=CC=C2F)F)O[Si](C)(C)C(C)(C)C)Br 6,8-dibromo-2-(((tert-butyldimethylsilyl)oxy)(2,6-difluorophenyl)methyl)-[1,2,4]triazolo[1,5-a]pyrazine